C1N(CC[C@@]12NCCCC2)C2=C1C(=NC=C2)N(C=C1C1=NC=NC=C1)COCC[Si](C)(C)C 2-[[4-[(5R)-2,6-diazaspiro[4.5]decan-2-yl]-3-pyrimidin-4-yl-pyrrolo[2,3-b]pyridin-1-yl]methoxy]ethyl-trimethyl-silane